2,7-bis[9,9-di(4-methylphenyl)-fluoren-2-yl]-9,9-di(4-methylphenyl)fluorene iron(II) [Fe+2].CC1=CC=C(C=C1)C1(C2=CC=CC=C2C=2C=CC(=CC12)C1=CC=2C(C3=CC(=CC=C3C2C=C1)C1=CC=2C(C3=CC=CC=C3C2C=C1)(C1=CC=C(C=C1)C)C1=CC=C(C=C1)C)(C1=CC=C(C=C1)C)C1=CC=C(C=C1)C)C1=CC=C(C=C1)C